tert-butyl (2R,5S)-4-(2-(1-chloroethyl)-5-methyl-6-oxo-5,6-dihydroimidazo[1,2-b]pyridazin-8-yl)-2,5-dimethylpiperazine-1-carboxylate ClC(C)C=1N=C2N(N(C(C=C2N2C[C@H](N(C[C@@H]2C)C(=O)OC(C)(C)C)C)=O)C)C1